ClC1(CC1)[C@](CN1N=CN=C1)(CC[C@@H]1C(C1)(Cl)Cl)O (2R)-2-(1-Chlorocyclopropyl)-4-[(1S)-2,2-dichlorocyclopropyl]-1-(1H-1,2,4-triazole-1-yl)butan-2-ol